N-benzyl-5-(4-(trifluoromethyl)phenyl)-2-naphthamide C(C1=CC=CC=C1)NC(=O)C1=CC2=CC=CC(=C2C=C1)C1=CC=C(C=C1)C(F)(F)F